C(C)C=1N=C(C2=C(N1)OC(=C2C(=O)OC(CN2CCN(CC2)C)C)C(C)(C)C)O 1-(4-methylpiperazin-1-yl)propan-2-ol Ethyl-6-(tert-butyl)-4-hydroxyfuro[2,3-d]pyrimidine-5-carboxylate